(2-(2-(4-(2-(5,6-Dihydroimidazo[1,5-a]pyrazin-7(8H)-yl)ethyl)phenyl)-2H-tetrazol-5-yl)-4,5-dimethoxyphenyl)-4-oxo-4H-chromene-2-carboxamide C=1N=CN2C1CN(CC2)CCC2=CC=C(C=C2)N2N=C(N=N2)C2=C(C=C(C(=C2)OC)OC)C2=C(OC1=CC=CC=C1C2=O)C(=O)N